ethyl 4-{[(3S)-3-methylpiperidin-1-yl]methyl}pyrrolo[1,2-b]pyridazine-2-carboxylate C[C@@H]1CN(CCC1)CC=1C=2N(N=C(C1)C(=O)OCC)C=CC2